8-(2-ethoxyphenyl)-7,8-dihydro-[1,3]dioxolo[4,5-g]quinolin-6(5H)-one C(C)OC1=C(C=CC=C1)C1CC(NC=2C=C3C(=CC12)OCO3)=O